1-(2-((4-(3-(3-amino-5-(4-amino-4-methylpiperidin-1-yl)pyrazin-2-yl)-2-chlorophenyl)piperazin-1-yl)methyl)phenyl)dihydropyrimidine-2,4(1H,3H)-dione NC=1C(=NC=C(N1)N1CCC(CC1)(C)N)C=1C(=C(C=CC1)N1CCN(CC1)CC1=C(C=CC=C1)N1C(NC(CC1)=O)=O)Cl